1-((5'-(1H-indol-4-yl)-2'-(2H-tetrazol-5-yl)-[1,1'-biphenyl]-4-yl)methyl)-2-butyl-4-chloro-1H-imidazole-5-carboxylic Acid N1C=CC2=C(C=CC=C12)C=1C=CC(=C(C1)C1=CC=C(C=C1)CN1C(=NC(=C1C(=O)O)Cl)CCCC)C=1N=NNN1